3-[1-(difluoromethyl)cyclopropyl]-3-oxo-propionic acid ethyl ester C(C)OC(CC(=O)C1(CC1)C(F)F)=O